CN[Si](C)(C(C)CC)NC bis(methylamino)secbutylmethylsilane